4-[3-(4-Fluoro-3-thiophen-2-ylphenyl)prop-2-enoyl]benzoic acid FC1=C(C=C(C=C1)C=CC(=O)C1=CC=C(C(=O)O)C=C1)C=1SC=CC1